FC1=CC=CC2=C1N(C[C@@H]1[C@@H](C(N2C)=O)N(C(C1)=O)C1=NC(=CC(=C1)C(F)(F)F)C)CCO (3AR,11aS)-6-fluoro-5-(2-hydroxyethyl)-10-methyl-1-(6-methyl-4-(trifluoromethyl)pyridin-2-yl)-1,3a,4,5,10,11a-hexahydro-2H-benzo[b]pyrrolo[2,3-f][1,4]diazocine-2,11(3H)-dione